CN1N=CC(=C1)C1=CC2=C(O[C@H](CN2)[C@H](C=2C=C(C=CC2)C)NCCC2=CC=C(C#N)C=C2)N=C1 4-(2-(((S)-((R)-7-(1-methyl-1H-pyrazol-4-yl)-2,3-dihydro-1H-pyrido[2,3-b][1,4]oxazin-3-yl)(m-tolyl)methyl)amino)ethyl)benzonitrile